potassium carbonate bicarbonate C([O-])(O)=O.C(O)(O)=O.[K+]